(1S,3R)-3-(3-{[(3,5-difluorophenyl)acetyl]amino}-1H-pyrazol-5-yl)cyclopentyl {[(1R,2R)-2-(hydroxymethyl)cyclopropyl]-methyl}carbamate OC[C@H]1[C@@H](C1)CNC(O[C@@H]1C[C@@H](CC1)C1=CC(=NN1)NC(CC1=CC(=CC(=C1)F)F)=O)=O